COC(C(CC(=O)OC)C(C1=CC=C(C=C1)S(=O)(=O)C)=O)=O (4-Methylsulfonylbenzoyl)butanedioic acid 1,4-dimethyl ester